NCCN1CC(C(CC1)C1=CC2=C(N(C(N2C)=O)C2C(NC(CC2)=O)=O)C=C1)(F)F 3-[5-[1-(2-aminoethyl)-3,3-difluoro-4-piperidyl]-3-methyl-2-oxo-benzimidazol-1-yl]piperidine-2,6-dione